3-(2-(diiso-propylamino)-ethyl)-1H-indol-5-yl propionate C(CC)(=O)OC=1C=C2C(=CNC2=CC1)CCN(C(C)C)C(C)C